8-(2-methyl-3-oxo-6-(trifluoromethyl)isoindolin-5-yl)indolizine CN1CC2=CC(=C(C=C2C1=O)C1=CC=CN2C=CC=C12)C(F)(F)F